(7R,14R)-1-(difluoromethoxy)-11-(3,5-dihydroxy-5-methylhex-1-yn-1-yl)-6-(methyl-d3)-6,7-dihydro-7,14-methanobenzo[f]benzo[4,5]imidazo[1,2-a][1,4]diazocin-5(14H)-one FC(OC1=CC=CC=2C(N([C@H]3C=4N([C@@H](C21)C3)C3=C(N4)C=CC(=C3)C#CC(CC(C)(C)O)O)C([2H])([2H])[2H])=O)F